(1R,4R,7R)-2-{2-[6-(difluoromethoxy)-1-ethyl-1H-pyrrolo[2,3-b]pyridin-2-yl]-7-methoxy-1-methyl-1H-1,3-benzodiazole-5-carbonyl}-2-azabicyclo[2.2.1]heptan-7-amine FC(OC1=CC=C2C(=N1)N(C(=C2)C2=NC1=C(N2C)C(=CC(=C1)C(=O)N1[C@@H]2CC[C@H](C1)[C@H]2N)OC)CC)F